[NH4+].N[C@@H](CC1=CC=C(C=C1)O)C(=O)O Tyrosine ammonium